S=C1NC(CC(N1)=O)=O 2-thioxo-4,6(1H,5H)-pyrimidinedione